6-amino-5-(1-(4-fluorobenzyl)-1H-pyrazol-4-yl)pyrimidin NC1=C(C=NC=N1)C=1C=NN(C1)CC1=CC=C(C=C1)F